11β,17β-dihydroxyestra-4,9-diene-3-one O[C@@H]1C2=C3CCC(C=C3CC[C@H]2[C@@H]2CC[C@@H]([C@@]2(C)C1)O)=O